dicyclohexyl-(1,1-diphenyl-1-propen-2-yl)phosphine C1(CCCCC1)P(C(=C(C1=CC=CC=C1)C1=CC=CC=C1)C)C1CCCCC1